C[C@H]1CC(C=2N=CN=CC21)O (S)-5-methyl-6,7-dihydro-5H-cyclopenta[d]pyrimidin-7-ol